2-(3-(((4-(3-amino-1H-indazol-5-yl)pyridin-2-yl)amino)methyl)phenyl)propan-2-ol NC1=NNC2=CC=C(C=C12)C1=CC(=NC=C1)NCC=1C=C(C=CC1)C(C)(C)O